tert-butyl ((1r,3r)-3-(4-fluoro-3-(fluoromethyl)phenoxy)cyclobutyl)carbamate FC1=C(C=C(OC2CC(C2)NC(OC(C)(C)C)=O)C=C1)CF